C(#N)C=1C=CC(=NC1)COC=1C=C(C=CC1F)N[C@H]1CN(CC1)CC1=NC=2C(=NC(=CC2)C(=O)O)N1C[C@H]1OCC1 2-(((R)-3-((3-((5-cyanopyridin-2-yl)methoxy)-4-fluorophenyl)amino)pyrrolidin-1-yl)methyl)-3-(((S)-oxetan-2-yl)methyl)-3H-imidazo[4,5-b]pyridine-5-carboxylic acid